3-methylenedihydrofuran-2,5-dione C=C1C(OC(C1)=O)=O